C([C@@H]1[C@@H]([C@@H]([C@H]([C@H](O1)OC[C@@H]2[C@@H]([C@@H]([C@H]([C@H](O2)OC[C@@H]3[C@H]([C@@H]([C@H]([C@H](O3)O[C@]4([C@H]([C@@H]([C@H](O4)CO)O)O)CO)O)O)O)O)O)O)O)O)O)O stachyose